Cl.FC(CNC1CCC(CC1)N)(C)F N1-(2,2-difluoropropyl)cyclohexane-1,4-diamine hydrochloride